NC1=C2NC(N(C2=NC(=N1)[P@@](=O)(C)CC)CC=1C=NC(=CC1)NCCN(C)C)=O 6-amino-9-[[6-[2-(dimethylamino)ethylamino]-3-pyridyl]methyl]-2-[(R)-ethyl(methyl)phosphoryl]-7H-purin-8-one